bicyclo[1.1.1]pentane-3-carbonitrile C12CC(C1)(C2)C#N